F[C@H]1[C@@H]2CC[C@H](C[C@H]1N(C)C1=CN=C(N=N1)C1=C(C=C(C=C1)C1=NOC(=N1)C)OCOC)N2C(=O)OC(C)(C)C tert-butyl (1S,2R,3R,5R)-2-fluoro-3-([3-[2-(methoxymethoxy)-4-(5-methyl-1,2,4-oxadiazol-3-yl)phenyl]-1,2,4-triazin-6-yl](methyl)amino)-8-azabicyclo[3.2.1]octane-8-carboxylate